C(\C=C\CCCCCC)(=O)NO trans-2-nonenehydroxamic acid